2-(4-((2,2-dimethyltetrahydro-2H-pyran-4-yl)amino)pyrido[3,4-d]pyridazin-1-yl)-5-(trifluoromethyl)phenol CC1(OCCC(C1)NC=1N=NC(=C2C1C=NC=C2)C2=C(C=C(C=C2)C(F)(F)F)O)C